COC=1C=C(C=C(C1)OC)C1=CC=C(C=C1)C(=O)NCC=1C(NC2=CC=CC=C2C1C)=O 3',5'-dimethoxy-N-((4-methyl-2-oxo-1,2-dihydroquinolin-3-yl)methyl)-[1,1'-biphenyl]-4-carboxamide